C1=CC2=CC(=O)NN=C2C=C1 cinnolone